CN1C(C2=C(C(=C1)C1=CC(=C3C(=N1)N(C=N3)CC3=CC=C(C=C3)C(F)(F)F)NS(=O)(=O)CC)C=CN2)=O N-(5-(6-methyl-7-oxo-6,7-dihydro-1H-pyrrolo[2,3-c]pyridin-4-yl)-3-(4-(trifluoromethyl)benzyl)-3H-imidazo[4,5-b]pyridin-7-yl)ethanesulfonamide